2-[2-Bromo-5-(ethylsulfonyl)-1-methyl-1H-imidazol-4-yl]-6,6,7,7-tetrafluoro-6,7-dihydro-1H-[1,4]dioxino[2,3-f]benzimidazole BrC=1N(C(=C(N1)C1=NC2=C(N1)C=C1C(=C2)OC(C(O1)(F)F)(F)F)S(=O)(=O)CC)C